(R)-(4-(4-fluoropyrazolo[1,5-a]pyridin-2-yl)-6,7-dihydro-1H-imidazo[4,5-c]pyridin-5(4H)-yl)(2-(2-hydroxypropan-2-yl)oxazol-5-yl)methanone FC=1C=2N(C=CC1)N=C(C2)[C@@H]2N(CCC1=C2N=CN1)C(=O)C1=CN=C(O1)C(C)(C)O